2-(4-Cyclopropylsulfonylphenyl)-1-methyl-6-[1-[trans-(1S,5R)-8-isobutyl-8-azabicyclo[3.2.1]oct-3-yl]-4-piperidinyl]pyrrolo[3,2-b]pyridine C1(CC1)S(=O)(=O)C1=CC=C(C=C1)C1=CC2=NC=C(C=C2N1C)C1CCN(CC1)C1C[C@@H]2CC[C@H](C1)N2CC(C)C